N-(7-(hydroxyamino)-7-oxoheptyl)-5-((tetrahydro-2H-pyran-4-yl)methyl)-1,3,4,5-tetrahydro-2H-pyrido[4,3-b]indole-2-carboxamide ONC(CCCCCCNC(=O)N1CC2=C(N(C=3C=CC=CC23)CC2CCOCC2)CC1)=O